C(CCCCCCC)N1C(=NC=C1C1=CC=CC=C1)C(=O)C1=CC=CC=C1 (1-octyl-5-phenyl-1H-imidazol-2-yl)(phenyl)methanone